BrC=1C=CC2=C(N=C(O2)NCC2CCN(CC2)C(=O)OCCCC)C1 butyl 4-(((5-bromobenzo[d]oxazol-2-yl)amino)methyl)piperidine-1-carboxylate